1-{3-[(5,5-dimethyl-1,4-dioxan-2-yl)methoxy]pyridin-4-yl}methanamine CC1(OCC(OC1)COC=1C=NC=CC1CN)C